C(C=C)C12C=CC(CC1)C2 allyl-norbornene